ClC1=C(C=CC(=C1)Cl)C1=CC=NO1 5-(2,4-dichlorophenyl)isoxazole